N-(3-chloro-2-methyl-phenyl)-4-[[3-[(5,5-dimethyl-1,4-dioxan-2-yl)methoxy]-4-pyridinyl]methylamino]-6-oxo-2,3-dihydro-1H-pyridine-5-carbothioamide ClC=1C(=C(C=CC1)NC(=S)C1=C(CCNC1=O)NCC1=C(C=NC=C1)OCC1OCC(OC1)(C)C)C